N-methoxy-N-methyl-2,1-benzoxazole-3-carboxamide CON(C(=O)C=1ON=C2C1C=CC=C2)C